benzyl (S)-((4-((azetidine-2-carboxamido)methyl)phenyl)(imino)methyl)carbamate hydrochloride Cl.N1[C@@H](CC1)C(=O)NCC1=CC=C(C=C1)C(=N)NC(OCC1=CC=CC=C1)=O